3-glycidoxypropyltriethoxysilane 2-{[({2'-[(butylcarbamoyl)-oxy]-1,1'-binaphthyl-2-yl}oxy)carbonyl]amino}ethyl-acrylate C(CCC)NC(=O)OC1=C(C2=CC=CC=C2C=C1)C1=C(C=CC2=CC=CC=C12)OC(=O)NCCOC(C=C)=O.C(C1CO1)OCCC[Si](OCC)(OCC)OCC